NCC(C[SiH2]C(OCCCCCCCCCCCC)OCCCCCCCCCCCC)C 3-amino-2-methylpropyl(didodecanoxymethylsilane)